(S)-1-(((3-Butyl-7-(ethylthio)-2-methyl-1,1-dioxido-5-phenyl-2,3,4,5-tetrahydro-1,2,5-benzothiadiazepin-8-yl)oxy)methyl)cyclopropan C(CCC)[C@@H]1N(S(C2=C(N(C1)C1=CC=CC=C1)C=C(C(=C2)OCC2CC2)SCC)(=O)=O)C